tert-Butyl 6-(4-((3-chloro-2-fluorophenyl)amino)quinazolin-6-yl)-1-azaspiro[3.3]heptane-1-carboxylate ClC=1C(=C(C=CC1)NC1=NC=NC2=CC=C(C=C12)C1CC2(CCN2C(=O)OC(C)(C)C)C1)F